C(C1=CC=CC=C1)O[C@H](C)C1=C(C=CC(=C1)F)N1N=C(C=C1CC=1C=NN(C1)CC)OC 1-{2-[(1R)-1-(benzyloxy)ethyl]-4-fluorophenyl}-5-[(1-ethyl-1H-pyrazol-4-yl)methyl]-3-methoxy-1H-pyrazole